CC1(C=2C=CC(=CC2C(CC1)(C)C)NC(=O)C1=CC=C(C(=O)O)C=C1)C 4-[[(5,6,7,8-Tetrahydro-5,5,8,8-tetramethyl-2-naphthalenyl)amino]carbonyl]benzoic acid